ethyl 2-(2-((5-(3-(aminomethyl)phenyl)-2-cyclopropylbenzofuran-3-yl)methoxy)phenyl)acetate NCC=1C=C(C=CC1)C=1C=CC2=C(C(=C(O2)C2CC2)COC2=C(C=CC=C2)CC(=O)OCC)C1